ClC1=C(C(=O)NC2CC2)C=C(C(=C1)C)C=1C=NC(=C(C1)C=1C=NN(C1)C)NCCO 2-chloro-N-cyclopropyl-5-(6-((2-hydroxyethyl)amino)-5-(1-methyl-1H-pyrazol-4-yl)pyridin-3-yl)-4-methylbenzamide